O[C@@H]1[C@@H](CO[C@@H]([C@@H]1O)CO)N1C(C=CC=C1)=O 1-((3R,4R,5R,6R)-4,5-dihydroxy-6-(hydroxymethyl)tetrahydro-2H-pyran-3-yl)pyridin-2(1H)-one